6,12-dihydroindeno[1,2-b]fluorene C1=CC=CC=2C=3C=C4C(=CC3CC12)C1=CC=CC=C1C4